7-(3-(1,3-dimethyl-1H-pyrazol-4-yl)-7,8-dihydro-1,6-naphthyridin-6(5H)-yl)-8-methyl-4H-pyrimido[1,2-b]pyridazin-4-one CN1N=C(C(=C1)C=1C=NC=2CCN(CC2C1)C=1C(=CC=2N(N1)C(C=CN2)=O)C)C